C(C)/C(=C(/C(=O)O)\CC)/C(=O)O.C(\C=C/C(=O)OCC)(=O)OCC diethyl maleate (diethyl maleate)